N,N-bis(2-hydroxyethyl)-3-aminopropionylurea OCCN(C(=O)NC(CCN)=O)CCO